N-[(1R,3S)-3-{[6-chloro-2-(trifluoromethyl)quinolin-4-yl]amino}cyclohexyl]-5-methyl-1-(2,2,2-trifluoroethyl)-1H-pyrazole-4-carboxamide ClC=1C=C2C(=CC(=NC2=CC1)C(F)(F)F)N[C@@H]1C[C@@H](CCC1)NC(=O)C=1C=NN(C1C)CC(F)(F)F